4-chloro-5-(4-piperidyl)pyrrolo[2,1-f][1,2,4]triazine ClC1=NC=NN2C1=C(C=C2)C2CCNCC2